3-(7-(2-(cyclohexylamino)-2-oxoethoxy)naphthalen-2-yl)-3-(6-methylbenzofuran-5-yl)propanoic acid C1(CCCCC1)NC(COC1=CC=C2C=CC(=CC2=C1)C(CC(=O)O)C=1C(=CC2=C(C=CO2)C1)C)=O